FC1=C2CN(C(C2=CC(=C1)I)=O)C1C(NC(CC1)=O)=O 3-(4-Fluoro-6-iodo-1-oxoisoindol-2-yl)piperidine-2,6-dione